(1-methyl-1H-1,2,3-triazol-5-yl)methanone CN1N=NC=C1C=O